S1C=NC(=C1)C1=CC2=C(S1(=O)=O)C=CC=C2 (thiazol-4-yl)benzo[b]thiophene 1,1-dioxide